C(C)(C)(C)C=1C=C(C2=C(C(C(O2)=O)C2(C(C=CC=C2)C)C)C1)C(C)(C)C 5,7-Di-tert-butyl-3-(1,2-dimethylphenyl)benzofuran-2(3H)-one